6-isopropoxy-2-((1R,4R)-1-methyl-2-oxabicyclo[2.2.1]heptan-4-yl)-2H-indazole-5-carboxylic acid C(C)(C)OC=1C(=CC2=CN(N=C2C1)[C@]12CO[C@](CC1)(C2)C)C(=O)O